2-(3-Fluoropyridin-4-yl)-N-methyl-N-(propan-2-yl)-1,7-naphthyridin-4-amine FC=1C=NC=CC1C1=NC2=CN=CC=C2C(=C1)N(C(C)C)C